FC1=C(C(=CC=C1C#CC1=CC=CC=C1)O)N1CC(NS1(=O)=O)=O 5-(2-fluoro-6-hydroxy-3-(phenylethynyl)phenyl)-1,2,5-thiadiazolidin-3-one 1,1-dioxide